1-((3S,4R)-1-(2-methoxyethyl)-4-(3,4,5-trifluorophenyl)pyrrolidin-3-yl)-3-(4-methyl-3-(1-methyl-6-oxo-1,6-dihydropyridin-3-yl)-1-phenyl-1H-pyrazol-5-yl)urea COCCN1C[C@H]([C@@H](C1)C1=CC(=C(C(=C1)F)F)F)NC(=O)NC1=C(C(=NN1C1=CC=CC=C1)C1=CN(C(C=C1)=O)C)C